ClC1=CC=C(C=C1)[C@@H](CC(C(C)(C)C)CN1N=CN=C1)O |r| (RS)-1-p-chlorophenyl-4,4-dimethyl-3-(1H-1,2,4-triazole-1-ylmethyl)pentanol